FC1=CC=C2CCC=C(C2=C1)C1=C(SC=2N3C(COCC21)=NN=C3C)C 3-(7-fluoro-3,4-dihydronaphthalen-1-yl)-2,9-dimethyl-4H,6H-thieno[2,3-e][1,2,4]triazolo[3,4-c][1,4]oxazepine